13-(2,2-dimethyl-4-oxo-3,8,11,14-tetraoxa-5-azahexadecan-16-yl)-4,7,10,16,19,22-hexaoxa-13-azapentacosanedioic acid CC(C)(OC(NCCOCCOCCOCCN(CCOCCOCCOCCC(=O)O)CCOCCOCCOCCC(=O)O)=O)C